methylenedicyclopentadiene C(C1=CC=CC1)C1=CC=CC1